di-tert-butyl-(2,2-Diphenyl-1-methyl-1-cyclopropyl)phosphine C(C)(C)(C)P(C1(C(C1)(C1=CC=CC=C1)C1=CC=CC=C1)C)C(C)(C)C